ClC=1C=C(C=CC1)[C@H]1O[P@@](OCC1)(=O)NC1=NC(N(C=C1)[C@@H]1O[C@@H]([C@H](C1(F)F)O)CO)=O 4-(((2R,4S)-4-(3-Chlorophenyl)-2-oxido-1,3,2-dioxaphosphinan-2-yl)amino)-1-((2R,4R,5R)-3,3-difluoro-4-hydroxy-5-(hydroxymethyl)tetrahydrofuran-2-yl)pyrimidin-2(1H)-on